7-(But-2-ynamidomethyl)-2-(4-phenoxyphenyl)-4,5,6,7-tetrahydropyrazolo[1,5-a]pyrimidine-3-carboxamide C(C#CC)(=O)NCC1CCNC=2N1N=C(C2C(=O)N)C2=CC=C(C=C2)OC2=CC=CC=C2